4-(4-(3-isopropyl-2-(8-methoxy-[1,2,4]triazolo[1,5-a]pyridin-6-yl)-1H-indol-5-yl)cyclohexyl)piperazin-2-one C(C)(C)C1=C(NC2=CC=C(C=C12)C1CCC(CC1)N1CC(NCC1)=O)C=1C=C(C=2N(C1)N=CN2)OC